N-methyl-2-(2-(pentyloxy)ethoxy)ethan-1-amine CNCCOCCOCCCCC